(5-(3,3-difluoropyrrolidin-1-yl)pyridin-2-yl)methylamine FC1(CN(CC1)C=1C=CC(=NC1)CN)F